FC1=C(C=CC(=C1)F)C=1N(C=C(C1OC)CO)C(=O)OC(C)(C)C tert-Butyl 2-(2,4-difluorophenyl)-4-(hydroxymethyl)-3-methoxy-1H-pyrrole-1-carboxylate